CN(C1=CC=C(C=C1)C(C1=CC(=C(C=C1)OC)OC)C1=C(C=CC(=C1)Cl)O)C (4-dimethylaminophenyl)(2-hydroxy-5-chlorophenyl)(3,4-dimethoxyphenyl)methane